3-(1-(2-oxo-2H-chromen-8-yl)-1H-1,2,3-triazole-4-yl)picolinic acid O=C1OC2=C(C=CC=C2C=C1)N1N=NC(=C1)C=1C(=NC=CC1)C(=O)O